{[3-(hydroxymethyl)phenyl]methyl}-2-phenyl-acetamide tert-Butyl-(3S,5S)-3-[[4-[4-(7-aminoindan-4-yl)oxy-2-methyl-thiazol-5-yl]pyrimidin-2-yl]amino]-5-fluoro-piperidine-1-carboxylate C(C)(C)(C)OC(=O)N1C[C@H](C[C@@H](C1)F)NC1=NC=CC(=N1)C1=C(N=C(S1)C)OC1=C2CCCC2=C(C=C1)N.OCC=1C=C(C=CC1)CC(C(=O)N)C1=CC=CC=C1